COC(C)(OC)C1=C(C=C(C#N)C=C1)F 4-(1,1-dimethoxyethyl)-3-fluorobenzonitrile